butyllaurate C(CCC)OC(CCCCCCCCCCC)=O